1-Butylpyridinium chloride (2-(dimethylamino)-3-(octyloxy)propoxy)heptadec-8-enoate CN(C(COC(C(=O)[O-])CCCCCC=CCCCCCCCC)COCCCCCCCC)C.[Cl-].C(CCC)[N+]1=CC=CC=C1.C(CCC)[N+]1=CC=CC=C1